C(C)(C)(C)OC(=O)N1C[C@@H]([C@@H](CC1)C=1SC(=C(C1)C(N)=O)N)F (-)-(3R,4R)-4-(5-amino-4-carbamoyl-2-thienyl)-3-fluoro-piperidine-1-carboxylic acid tert-butyl ester